(2S,4R)-1-[(2S)-2-(4-cyclopropyltriazol-1-yl)-3,3-dimethyl-butanoyl]-4-hydroxy-N-[1-methyl-2-[4-(2-pyridyl)piperazin-1-yl]ethyl]pyrrolidine-2-carboxamide C1(CC1)C=1N=NN(C1)[C@H](C(=O)N1[C@@H](C[C@H](C1)O)C(=O)NC(CN1CCN(CC1)C1=NC=CC=C1)C)C(C)(C)C